2-(3-(4-amino-3,5-difluorobenzoyl)-8-(4-chloro-1,2,6-trimethyl-1H-benzo[d]imidazol-5-yl)indolizin-1-yl)acetonitrile NC1=C(C=C(C(=O)C2=CC(=C3C(=CC=CN23)C2=C(C3=C(N(C(=N3)C)C)C=C2C)Cl)CC#N)C=C1F)F